ClC1=NC(=C2N(C(N(C2=N1)CC1=CC=C(C=C1)C=1N(C=C(N1)Cl)C)=N)C)C#CC1CC1 2-chloro-9-(4-(4-chloro-1-methyl-1H-imidazol-2-yl)benzyl)-6-(cyclopropylethynyl)-7-methyl-7,9-dihydro-8H-purin-8-imine